Tertbutyl N-[(1R,3R)-3-[3-(2-pyridyl)-1,2,4-triazol-1-yl]cyclohexyl]carbamate N1=C(C=CC=C1)C1=NN(C=N1)[C@H]1C[C@@H](CCC1)NC(OC(C)(C)C)=O